N-(3-(dimethylamino)propyl)-2-((1r,3r,5r,7r)-dispiro[adamantane-2,3'-[1,2,4,5]tetraoxane-6',1''-cyclohexan]-4''-yl)acetamide CN(CCCNC(CC1CCC2(CC1)OOC1(OO2)C2CC3CC(CC1C3)C2)=O)C